methyl (1R,4S)-1-(3,4-dichlorophenyl)-2-oxa-5-azabicyclo[2.2.1]heptane-5-carboxylate ClC=1C=C(C=CC1Cl)[C@@]12OC[C@@H](N(C1)C(=O)OC)C2